FC(C1=CC=C(C=C1)C(C)(O)[2H])(F)F (4-(trifluoromethyl)phenyl)ethan-1-d-1-ol